C(CCC)OCCOC1=CC=C(C=C1)C=1C=CC2=C(C=C(CCS2(=O)=O)C(=O)NC2=CC=C(C=C2)CN(C2CCOCC2)C)C1 7-[4-(2-butoxyethoxy)phenyl]-N-[4-[[N-methyl-N-(tetrahydropyran-4-yl)amino]methyl]phenyl]-1,1-dioxo-2,3-dihydro-1-benzothiepine-4-carboxamide